5-difluoromethyl-6-(2H-1,2,3-triazol-2-yl)pyridin-3-amine FC(C=1C=C(C=NC1N1N=CC=N1)N)F